C(C)(=O)N([C@]1(C(O)(O[C@@H]([C@@H]([C@@H]1O)O)CO)C(C)=O)C(C)=O)C(C)=O triacetyl-N-acetylgalactosamine